2-chloro-5-(trifluoromethoxy)benzoic acid ClC1=C(C(=O)O)C=C(C=C1)OC(F)(F)F